C(C)C=1SC(=C(N1)C1=CC=CC=C1)OC1=CC(=NC=C1)NC=1C=C(C(=O)N)C=CC1 3-((4-((2-Ethyl-4-phenylthiazol-5-yl)oxy)pyridin-2-yl)amino)benzamide